ClC1=CC=C(C(=N1)S(=O)(=O)N)O[C@H](C)C=1C=C(C=C2C(C(=C(OC12)C=1C=NN(C1)C[C@H](C)O)C)=O)C 6-Chloro-3-[(1R)-1-[2-[1-[(2S)-2-hydroxypropyl]pyrazol-4-yl]-3,6-dimethyl-4-oxo-chromen-8-yl]ethoxy]pyridine-2-sulfonamide